5-Methoxy-6-(3-methylimidazo[4,5-c]pyridin-7-yl)-3-[4-(1-methylsulfonylcyclopropyl)anilino]pyrazin-2-carboxamid COC=1N=C(C(=NC1C=1C2=C(C=NC1)N(C=N2)C)C(=O)N)NC2=CC=C(C=C2)C2(CC2)S(=O)(=O)C